O1SN=CC2=C1C=CC=C2 benzoxathiazin